C(C)C1=NN(C2=C1C(NCC1(CCOCC1)C2)=O)CC(COC(C2=CC(=CC=C2)S(=O)(=O)N2CCOCC2)=O)(C)C 3-Morpholinosulfonylbenzoic acid [3-(3-ethyl-4-oxo-spiro[6,8-dihydro-5H-pyrazolo[4,3-c]azepin-7,4'-tetrahydropyran]-1-yl)-2,2-dimethyl-propyl] ester